6-methyl-3,4-dihydropyrimidin-2(1H)-one CC1=CCNC(N1)=O